6,7-difluoro-2-((1S,3R)-3-(2-(2-fluorophenyl)-6-(1H-1,2,4-triazol-3-yl)-1H-imidazo[4,5-c]pyridin-1-yl)cyclohexyl)isoindolin-1-one FC1=CC=C2CN(C(C2=C1F)=O)[C@@H]1C[C@@H](CCC1)N1C(=NC=2C=NC(=CC21)C2=NNC=N2)C2=C(C=CC=C2)F